CC1=CC=C(C=C1)C=1N=C(SC1)NC(C1=C(C=CC=C1)NS(=O)(=O)C1=CC=CC=C1)=O N-[4-(4-methylphenyl)-2-thiazolyl]-2-[(phenylsulfonyl)amino]-benzamide